C(C1=CC=CC=C1)OC=1C=C(C=CC1)NC(=O)C1=CC=C(C=C1)C=1N(C2=CC(=C(C=C2C1I)C(=O)O)O)C 2-(4-((3-(benzyloxy)phenyl)carbamoyl)phenyl)-6-hydroxy-3-iodo-1-methyl-1H-indole-5-carboxylic acid